methyl 4-(benzyloxy)-6-methylpyrimidine-2-carboxylate C(C1=CC=CC=C1)OC1=NC(=NC(=C1)C)C(=O)OC